N[C@@H]1CC[C@H](CC1)OC=1C=CC2=C(CC(C=3C(=NC=NC23)N)(C)C)C1OCCC 8-(trans-4-aminocyclohexoxy)-5,5-dimethyl-7-propoxy-6H-benzo[h]quinazolin-4-amine